C12CN(CC(CC1)O2)C2=CN(C(C=N2)Cl)N2C1COCC2CC1 8-(6-(8-oxa-3-azabicyclo[3.2.1]oct-3-yl)-3-chloropyrazin-4-yl)-3-oxa-8-azabicyclo[3.2.1]octane